CC1=C(C(=O)NC2=CC=NC=C2)C=CC(=C1)C 2,4-dimethyl-N-4-pyridinylbenzamide